ClC\C(\CNC(OC(C)(C)C)=O)=C/F tert-butyl (Z)-(2-(chloromethyl)-3-fluoroallyl)carbamate